NC1=CC(=NO1)C1CCN(CC1)C(=O)C1=CC(=C(C=C1)C(F)(F)F)C (4-(5-aminoisoxazol-3-yl)piperidin-1-yl)(3-methyl-4-(trifluoromethyl)phenyl)methanone